(2S,3S)-2,3-diethyl-oxirane C(C)[C@@H]1O[C@H]1CC